NC1=NC=CC(=C1Cl)SC=1N=CC(=NC1)N1CCC2(CC1)CC1=C(N=C(S1)Cl)C2N 1'-(5-((2-amino-3-chloropyridin-4-yl)thio)pyrazin-2-yl)-2-chloro-4,6-dihydrospiro[cyclopenta[d]thiazole-5,4'-piperidin]-4-amine